N-(6-amino-5-ethylpyridin-3-yl)-2-((2R,5S)-5-methyl-2-(2-(1-methyl-2-oxopiperidin-4-yl)benzo[d]thiazol-5-yl)piperidin-1-yl)-2-oxoacetamide NC1=C(C=C(C=N1)NC(C(=O)N1[C@H](CC[C@@H](C1)C)C=1C=CC2=C(N=C(S2)C2CC(N(CC2)C)=O)C1)=O)CC